OCCOC=1C=C(C=CC1)NC1C2=C(C=3N(CC1)N=NC3C)C=CC(=C2)C=2CCN(CC2)C(=O)OC(C)(C)C tert-butyl 4-(7-((3-(2-hydroxyethoxy)phenyl)amino)-1-methyl-6,7-dihydro-5H-benzo[c][1,2,3]triazolo[1,5-a]azepin-9-yl)-3,6-dihydropyridine-1(2H)-carboxylate